tert-butyl 6-[1-(2,2-difluoroethyl)-5-methylpyrazolo[3,4-b]pyrazin-6-yl]-2,6-diazaspiro[3.4]octane-2-carboxylate FC(CN1N=CC=2C1=NC(=C(N2)C)N2CC1(CN(C1)C(=O)OC(C)(C)C)CC2)F